C(C)(=O)C1=CC(=O)OC1 3-acetylbutenolide